C1(CC1)C1=CC=C(C=N1)C(C)N1C[C@@H](N(C[C@H]1CC)C1=CC(N(C=2N1N=C(C2)CC#N)C)=O)CC 2-(7-((2S,5R)-4-(1-(6-cyclopropylpyridin-3-yl)ethyl)-2,5-diethylpiperazin-1-yl)-4-methyl-5-oxo-4,5-dihydropyrazolo[1,5-a]pyrimidin-2-yl)acetonitrile